C(C)OC1=CC=C2C=CC=CC2=C1 7-ethoxynaphthalene